1,2-dithiolane-3-hexanamide S1SC(CC1)CCCCCC(=O)N